tert-butyl 4-[(8-hydroxy-5-quinolyl)sulfonyl]-3-methyl-piperazine-1-carboxylate OC=1C=CC(=C2C=CC=NC12)S(=O)(=O)N1C(CN(CC1)C(=O)OC(C)(C)C)C